N-(6-(cyclohexylamino)-1-(4-methoxyphenyl)-1H-pyrazolo[3,4-d]pyrimidin-4-yl)-5-nitrothiophene-2-carboxamide C1(CCCCC1)NC1=NC(=C2C(=N1)N(N=C2)C2=CC=C(C=C2)OC)NC(=O)C=2SC(=CC2)[N+](=O)[O-]